2,2-difluoro-3-(4-(6-fluoro-1H-indol-3-yl)thiophen-2-yl)-3-oxopropanoic acid FC(C(=O)O)(C(=O)C=1SC=C(C1)C1=CNC2=CC(=CC=C12)F)F